12-hydroxy-(9Z)-octadec-9-enoic acid OC(C\C=C/CCCCCCCC(=O)O)CCCCCC